(3S,4S,5R)-4-fluoro-3,5-dimethylpiperidine hydrochloride Cl.FC1[C@H](CNC[C@H]1C)C